diazacyclopropyl-benzoquinone N1(NC1)C=1C(C=CC(C1)=O)=O